C12C(CC(C=C1)C2)CC[N-]CCC2C1C=CC(C2)C1 bis(2-(5-norbornen-2-yl)ethyl)amide